NC=1CC(=CC2=C(N1)C=C(C=C2)C=2C=NC(=NC2)CN)C(=O)N(CCC)OCCNC(OC2CCC2)=O cyclobutyl (2-((2-amino-8-(2-(aminomethyl)pyrimidin-5-yl)-N-propyl-3H-benzo[b]azepine-4-carboxamido)oxy)ethyl)carbamate